3,4-dichloroisothiazole-5-ethanone ClC1=NSC(=C1Cl)CC=O